methyl 2-(4-chloropyrimidin-2-yl)-2-methylpropanoate ClC1=NC(=NC=C1)C(C(=O)OC)(C)C